C[C@@H](CC(=O)OCC)CCCOC1=C(C=CC=C1)CN1C(=NC=C1C([2H])([2H])[2H])C=1C=NC(=CC1)C(F)(F)F ethyl (R)-3-methyl-6-(2-((5-(methyl-d3)-2-(6-(trifluoromethyl) pyridin-3-yl)-1H-imidazol-1-yl) methyl)phenoxy)hexanoate